O=CCCNC(OCC[Si](C)(C)C)=O 2-(Trimethylsilyl)ethyl (3-oxopropyl)carbamate